4-((R)-4-((1R,5S)-3,8-diazabicyclo[3.2.1]oct-3-yl)-6-chloro-8-fluoro-2-(2,2,2-trifluoroethoxy)quinazolin-7-yl)-2-aminobenzo[b]selenophene-3-nitrile [C@H]12CN(C[C@H](CC1)N2)C2=NC(=NC1=C(C(=C(C=C21)Cl)C2=CC=CC=1[Se]C(=C(C12)C#N)N)F)OCC(F)(F)F